(2S,5R)-5-(2-chlorophenyl)-1-(4-(3,6-dimethoxypyridazin-4-yl)-3-fluorobenzoyl)pyrrolidine-2-carboxylic acid ClC1=C(C=CC=C1)[C@H]1CC[C@H](N1C(C1=CC(=C(C=C1)C1=C(N=NC(=C1)OC)OC)F)=O)C(=O)O